5-(1-isopropyl-2-methyl-1H-imidazo[4,5-b]pyridin-6-yl)-N-(trans-4-morpholinocyclohexyl)pyrrolo[2,1-f][1,2,4]triazin-2-amine C(C)(C)N1C(=NC2=NC=C(C=C21)C=2C=CN1N=C(N=CC12)N[C@@H]1CC[C@H](CC1)N1CCOCC1)C